CN1N=CC(=C1)C=1C=CC=2N(C1)N=CC2N2CC1(CN(C1)C(=O)OC(C)(C)C)C2 tert-butyl 6-[6-(1-methyl-1H-pyrazol-4-yl)pyrazolo[1,5-a]pyridin-3-yl]-2,6-diazaspiro[3.3]heptane-2-carboxylate